OCC(C)(C)C=1SC=C(N1)C(=O)OC methyl 2-(2-hydroxy-1,1-dimethyl-ethyl)thiazole-4-carboxylate